OC1=C(C=C(C=C1)C1(C2=CC=CC=C2C=2C=CC=CC12)C1=CC(=C(C=C1)O)CC1=CC=CC=C1)CC1=CC=CC=C1 9,9-bis(4-hydroxy-3-benzylphenyl)fluorene